O=C1C2(CC2)CN(CC1)C1=NC=2N(C=C1)N=CC2C(=O)N 5-(4-oxo-7-azaspiro[2.5]octan-7-yl)pyrazolo[1,5-a]pyrimidine-3-carboxamide